2-(2-(3,4-dimethoxyphenyl)-3-isopropyl-1H-indol-5-yl)-5-(1-methylpiperidin-3-yl)-1,3,4-oxadiazole COC=1C=C(C=CC1OC)C=1NC2=CC=C(C=C2C1C(C)C)C=1OC(=NN1)C1CN(CCC1)C